5-((2R,4S)-2-(3-fluorophenyl)-4-hydroxypyrrolidin-1-yl)-N-((S)-1,1,1-trifluoropropan-2-yl)pyrazolo[1,5-a]pyrimidine-3-carboxamide FC=1C=C(C=CC1)[C@@H]1N(C[C@H](C1)O)C1=NC=2N(C=C1)N=CC2C(=O)N[C@H](C(F)(F)F)C